COC=1C=C(C=CC1)C1=CC(=CS1)C(=O)NC1=NC(=NS1)CCl 5-(3-methoxyphenyl)-N-(3-(chloromethyl)-1,2,4-thiadiazol-5-yl)thiophene-3-carboxamide